ethyltetrahydrofuran C(C)C1OCCC1